1-N'-[2-chloro-5-fluoro-4-[6-methyl-7-(1-methylpyrazol-4-yl)quinolin-4-yl]Oxyphenyl]-1-N-(4-fluorophenyl)cyclopropane-1,1-dicarboxamide hydrochloride Cl.ClC1=C(C=C(C(=C1)OC1=CC=NC2=CC(=C(C=C12)C)C=1C=NN(C1)C)F)NC(=O)C1(CC1)C(=O)NC1=CC=C(C=C1)F